4-oxo-2-phenyl-4H-chromen-7,8-diyldipropionate O=C1C=C(OC2=C(C(=CC=C12)CCC(=O)[O-])CCC(=O)[O-])C1=CC=CC=C1